COC1=CC=C(C(=O)NC2CCC(CC2)NC2=CC(=NC3=CC=CC=C23)C(F)(F)F)C=C1 4-methoxy-N-((1s,4s)-4-((2-(trifluoromethyl)quinolin-4-yl)amino)cyclohexyl)benzamide